C(CC(C)C)N1CCC(CC1)C1OC2(CC2)CN(C1)C(=O)C1=CC=CC=C1 (5-(1-Isopentylpiperidin-4-yl)-4-oxa-7-azaspiro[2.5]oct-7-yl)(phenyl)methanone